N-(2-(Azepan-1-ylmethyl)quinolin-8-yl)-4-(trifluoromethyl)benzenesulfonamide N1(CCCCCC1)CC1=NC2=C(C=CC=C2C=C1)NS(=O)(=O)C1=CC=C(C=C1)C(F)(F)F